tert-butyl N-[3-[5-(2,5-difluorophenyl)-3-[2-[2-[2-[2-(3-hydroxypropoxy)ethoxy]ethoxy]ethoxy]ethyl-methylcarbamoyl]-2-phenyl-1,3,4-thiadiazol-2-yl]propyl]carbamate FC1=C(C=C(C=C1)F)C1=NN(C(S1)(C1=CC=CC=C1)CCCNC(OC(C)(C)C)=O)C(N(C)CCOCCOCCOCCOCCCO)=O